fluoro-2-phenylquinazolin-4(3H)-one FN1C(=NC2=CC=CC=C2C1=O)C1=CC=CC=C1